FC1=CC=C(CO\N=C/2\C3=CC=CC=C3C(C=3[NH+](CN(C32)C)C)=O)C=C1 (Z)-4-((4-Fluorobenzyloxy)imino)-1,3-dimethyl-9-oxo-4,9-dihydro-1H-naphtho[2,3-d]imidazolium